NC1=CC=C2C(N=CN(C2=C1)C)=O 7-amino-1-methylquinazolin-4(1H)-one